Methyl 1-(cyanomethyl)-1H-1,2,4-triazole-3-carboxylate C(#N)CN1N=C(N=C1)C(=O)OC